CN1CCN(CC1)CCCN2C3=CC=CC=C3SC4=CC=CC=C42 perazin